4-cyano-6-(2,6-dimethylpyridin-4-yl)benzene C(#N)C1=CC=CC(=C1)C1=CC(=NC(=C1)C)C